9-(4-(1-methyl-4-(trifluoromethyl)-1H-imidazol-2-yl)benzyl)-2-(2-(4-methylpiperazin-1-yl)pyridin-3-yl)-7,9-dihydro-8H-purin-8-one CN1C(=NC(=C1)C(F)(F)F)C1=CC=C(CN2C3=NC(=NC=C3NC2=O)C=2C(=NC=CC2)N2CCN(CC2)C)C=C1